C1(=CC=CC=C1)C1(CCC(O1)(C1=CC=C(C=C1)C)C1=CN(C2=CC=CC=C12)C)C1=CC=CC=C1 3-(5,5-diphenyl-2-(p-tolyl)tetrahydrofuran-2-yl)-1-methyl-1H-indole